n-propyl-3-[(7-trifluoromethylquinolin-4-yl)amino]benzamide C(CC)C1=C(C(=O)N)C=CC=C1NC1=CC=NC2=CC(=CC=C12)C(F)(F)F